8-((5-aminopyridin-2-yl)oxy)pyrido[2,3-b]pyrazin-3(4H)-one NC=1C=CC(=NC1)OC1=CC=NC=2NC(C=NC21)=O